C(CCC)OP(=O)(C)CCC(C#N)CC(=O)O.BrC=1C=C(C=CC1N1CC(NCC1)(C)C)C=1C(=C(C(=O)N)C=CC1)NC1=CC(=CC(=C1)C)Cl (3-bromo-4-(3,3-dimethylpiperazin-1-yl)phenyl)-2-((3-chloro-5-methylphenyl)amino)benzamide 3-[n-Butoxy(methyl)phosphoryl]-1-cyanopropyl-acetate